COC=1C=C2[C@]3(C(NC2=CC1)=O)[C@@H](C3)C3=CC=C1C(=NNC1=C3)NC=3C(=C1CN(C(C1=CC3)=O)C)OC (1r,2s)-5'-methoxy-2-{3-[(4-methoxy-2-methyl-1-oxo-2,3-dihydro-1H-isoindol-5-yl)amino]-1H-indazol-6-yl}spiro[cyclopropan-1,3'-indol]-2'(1'H)-one